4-[(3-chloro-4-fluoro-phenyl)amino]-6-(tetrahydropyran-4-yloxy)-7-ethoxy-quinazoline ClC=1C=C(C=CC1F)NC1=NC=NC2=CC(=C(C=C12)OC1CCOCC1)OCC